1-(4-chlorophenyl)-4-((trans-3-fluorocyclobutyl)amino)-2-oxo-7-trifluoromethyl-1,2-dihydroquinoline-3-carbonitrile ClC1=CC=C(C=C1)N1C(C(=C(C2=CC=C(C=C12)C(F)(F)F)N[C@@H]1C[C@H](C1)F)C#N)=O